4-amino-3,3-dimethylbutyl-trihydroxysilane NCC(CC[Si](O)(O)O)(C)C